CC(C(=O)O)=C Methyl-prop-2-enoic acid